ClC=1C(=C(C=C(C1)O)C1=C(C=C2C(=NC(=NC2=C1F)OCC12CCCN2CCC1)N1CC2CC(C(C1)C2)O)F)C2CC2 3-(7-(3-chloro-2-cyclopropyl-5-hydroxyphenyl)-6,8-difluoro-2-((tetrahydro-1H-pyrrolizin-7a(5H)-yl)methoxy)quinazolin-4-yl)-3-azabicyclo[3.2.1]octan-6-ol